F[C@]1([C@@H](O[C@@H]([C@H]1O)CO)N1C(=O)N=C(N)C=C1)C (2'R)-2'-Deoxy-2'-Fluoro-2'-C-Methylcytidine